CC1C(CC2NC(C=3C=NC4=C(C[C@]5(C(NC=6N=CC(/C=C/CCCCN(CCN1C2=O)C)=CC56)=O)C4)C3)=O)C3=CC=CC=C3 (1S,22E)-13,17-dimethyl-12-phenyl-5,9,14,17,26,28-hexazahexacyclo[22.5.2.11,4.13,7.110,14.027,30]tetratriaconta-3,5,7(33),22,24(31),25,27(30)-heptaene-8,29,32-trione